4-(aminomethyl)-6-(5-isopropoxypyrazolo[1,5-a]pyridin-3-yl)phthalazin-1(2H)-one NCC1=NNC(C2=CC=C(C=C12)C=1C=NN2C1C=C(C=C2)OC(C)C)=O